ClC=1C=CC2=C(N=C(S2)N)C1 5-Chlorobenzo[d]thiazol-2-amin